BrC1=CC=CC=2OCCN(C21)C 5-bromo-4-methyl-3,4-dihydro-2H-benzo[b][1,4]oxazine